10-((tert-butoxycarbonyl)amino)decanoic acid C(C)(C)(C)OC(=O)NCCCCCCCCCC(=O)O